C(CCCCCCC\C=C/CCCCCCCC)N(CCO)CCCCCCCC\C=C/CCCCCCCC dioleyl-ethanolamine